C[C@H]1C[C@H]2[C@@H]3CCC4=CC(=O)C=C[C@@]4([C@]3([C@H](C[C@@]2([C@]1(C(=O)COP(=O)(O)O)O)C)O)F)C The molecule is a steroid phosphate that is the 21-O-phospho derivative of betamethasone. It has a role as an anti-inflammatory agent and an immunosuppressive agent. It is a steroid phosphate, an 11beta-hydroxy steroid, a fluorinated steroid, a 17alpha-hydroxy steroid, a 20-oxo steroid, a 3-oxo-Delta(1),Delta(4)-steroid and a tertiary alpha-hydroxy ketone. It derives from a betamethasone. It is a conjugate acid of a betamethasone phosphate(2-).